FC=1C(=NC(=NC1)NC=1C=CC(=NC1)C(=O)OC)C1=CNC2=C(C=CC=C12)NC([C@@H](COC)N1CCN(CC1)C)=O methyl (R)-5-((5-fluoro-4-(7-(3-methoxy-2-(4-methylpiperazin-1-yl)propanamido)-1H-indol-3-yl)pyrimidin-2-yl)amino)picolinate